4-amino-7-fluoro-N,1,3-trimethyl-N-((5S)-2-(trifluoromethyl)-5,8-dihydro-6H-pyrano[3,4-b]pyridin-5-yl)-1H-pyrazolo[4,3-c]quinoline-8-carboxamide NC1=NC=2C=C(C(=CC2C2=C1C(=NN2C)C)C(=O)N([C@@H]2COCC1=NC(=CC=C12)C(F)(F)F)C)F